2-(((4'-(4-(2-hydroxyethyl)piperazin-1-yl)-[1,1'-biphenyl]-4-yl)methyl)(neopentyl)amino)pyrimidine-4-carbonitrile OCCN1CCN(CC1)C1=CC=C(C=C1)C1=CC=C(C=C1)CN(C1=NC=CC(=N1)C#N)CC(C)(C)C